C(C)OC(CC=1C(=NNC1C)C)=O 2-(3,5-dimethyl-1H-pyrazol-4-yl)acetic acid ethyl ester